N-(1H-indol-3-yl)-3,3-dimethyl-2-oxo-1-phenethylindoline-6-carboxamide N1C=C(C2=CC=CC=C12)NC(=O)C1=CC=C2C(C(N(C2=C1)CCC1=CC=CC=C1)=O)(C)C